OCC=1C=C(C=NC1)B(O)O 5-(HYDROXYMETHYL)-3-PYRIDINYL-BORONIC ACID